FC(C=1C(=C(C=CC1F)[C@@H]1[C@H](O[C@@]([C@@H]1C)(C(F)(F)F)C)C(=O)NC=1C=NC(=NC1)CO)OC)F (2S,3R,4R,5S)-3-(3-(difluoromethyl)-4-fluoro-2-methoxyphenyl)-N-(2-(hydroxymethyl)pyrimidin-5-yl)-4,5-dimethyl-5-(trifluoromethyl)tetrahydrofuran-2-carboxamide